ClC=1C=C2C(=C3C1NC(NC31CCCCC1)=O)OC(=N2)CNCC2=CN=CO2 5-chloro-2-({[(1,3-oxazol-5-yl)methyl]amino}methyl)-7,8-dihydro-6H-spiro[[1,3]oxazolo[5,4-f]quinazoline-9,1'-cyclohexan]-7-one